C(=O)(OC(C)(C)C)N(C1=NC(NC=C1)=O)C(=O)OC(C)(C)C bis-Boc-cytosine